bis(phenyl-d5)amine C1(=C(C(=C(C(=C1[2H])[2H])[2H])[2H])[2H])NC1=C(C(=C(C(=C1[2H])[2H])[2H])[2H])[2H]